NC1=C(C2=C(S1)C(=CC=C2C=2C1=C(C=3C=NC(=NC3C2F)OCC23CC(CN3CC(C2)=C)=C)COC1)F)C#N 2-Amino-4-(3-((2,6-dimethylidenetetrahydro-1H-pyrrolizin-7a(5H)-yl)methoxy)-5-fluoro-7,9-dihydrofuro[3,4-f]quinazolin-6-yl)-7-fluorobenzo[b]thiophene-3-carbonitrile